7-isopropyl-1-methyl-9,10-phenanthrenedione C(C)(C)C1=CC=C2C=3C=CC=C(C3C(C(C2=C1)=O)=O)C